CN1C(=C(C2=CC=CC=C12)NC1=CC(=CC=C1)C(F)(F)F)C(=O)NC1(COC1)C1=CC=C(C(=O)O)C=C1 4-(3-(1-Methyl-3-((3-(trifluoromethyl)phenyl)amino)-1H-indole-2-carboxamido)oxetane-3-yl)benzoic acid